C(#N)C(=C[C@H]1C([C@@H]1C(=O)OCC1=C(C(=C(C(=C1F)F)C#C)F)CC)(C)C)C 2-ethyl-4-ethynyl-3,5,6-trifluorobenzyl (1R)-trans-3-(2-cyano-1-propenyl)-2,2-dimethylcyclopropanecarboxylate